tert-butyl (6aR)-8-(4-(tert-butoxycarbonyl)piperazin-1-yl)-2-chloro-6a,7,8,9-tetrahydropyrrolo[1',2':4,5]pyrazino[2,3-c]pyridazine-5(6H)-carboxylate C(C)(C)(C)OC(=O)N1CCN(CC1)C1C[C@H]2N(C=3C(=NN=C(C3)Cl)N(C2)C(=O)OC(C)(C)C)C1